octan-4-aminium 4-methylbenzene-1-sulfonat CC1=CC=C(C=C1)S(=O)(=O)[O-].CCCC(CCCC)[NH3+]